NC1=NC=CC(=C1)C[C@@H]1[C@H](N(C1=O)C(=O)N[C@H](CC)C1COCCC1)C(=O)N(C)C=1N(C=CN1)C (2S,3R)-3-((2-aminopyridin-4-yl)methyl)-N2-(1-methyl-1H-imidazol-2-yl)-N1-((R)-1-(oxan-3-yl)propyl)-N2-methyl-4-oxoazetidine-1,2-dicarboxamide